C1(CCCC1)NC1=NC(=NC=C1C#N)NC1CCN(CC1)S(=O)(=O)C1=CC=C(C=C1)C1CCN(CC1)C 4-(Cyclopentylamino)-2-((1-((4-(1-methylpiperidin-4-yl)phenyl)sulfonyl)piperidin-4-yl)amino)pyrimidine-5-formonitrile